tert-butyl 4-(4-amino-2-fluorophenyl)-3,6-dihydropyridine-1(2H)-carboxylate NC1=CC(=C(C=C1)C=1CCN(CC1)C(=O)OC(C)(C)C)F